BrC=1C(=C(SC1Br)C(=O)NCC(=O)NC1(CC1)C(=O)OCC)C ethyl 1-({N-[(4,5-dibromo-3-methyl-2-thienyl)carbonyl]glycyl}amino)cyclopropanecarboxylate